C(#N)C1=C(C(=CC=C1)O)B(O)O 2-CYANO-6-HYDROXYPHENYLBORONIC ACID